(2-(5-amino-7-fluoroimidazo[1,2-c]quinazolin-2-yl)phenyl)methanol NC1=NC=2C(=CC=CC2C=2N1C=C(N2)C2=C(C=CC=C2)CO)F